C(C)(C)(C)OC(=O)N1C[Si](C[C@H]1C(=O)O)(C)C (R)-1-(tert-butoxycarbonyl)-3,3-dimethyl-1,3-azasilolidine-5-carboxylic acid